C(CCCCCN=C=S)N=C=S hexamethylene diisothiocyanate